FC(C1=NC(=NO1)C1=CC=C(C=C1)NC(=O)N)(F)F [4-[5-(trifluoromethyl)-1,2,4-oxadiazol-3-yl]phenyl]urea